(S)-6-(6-Chloro-5-fluoro-2-oxo-1,2-dihydrospiro[benzo[d][1,3]oxazine-4,3'-pyrrolidin]-1'-yl)-N-((6-(3-(methoxymethyl)azetidin-1-yl)pyridin-3-yl)methyl)pyridazine-4-carboxamide ClC1=C(C2=C(NC(O[C@]23CN(CC3)C3=CC(=CN=N3)C(=O)NCC=3C=NC(=CC3)N3CC(C3)COC)=O)C=C1)F